BrC=1C=C2C(C(N(C2=C(C1)O)CC(=O)O)=O)(C)C (5-bromo-7-hydroxy-3,3-dimethyl-2-oxoindol-1-yl)acetic acid